CCOC(=O)/C=C/[C@H](C[C@@H]1CCNC1=O)NC(=O)[C@H](CC(C)C)NC(=O)[C@H](C(C)C)NC(=O)[C@H](CO)NC(=O)OC(C)(C)C The molecule is a tripeptide that is L-seryl-L-valyl-L-leucine in which the amino group at the N-terminal is substituted by a tert-butoxycarbonyl group and the carboxy group at the C-terminal is substituted by a {(2S,3E)-5-ethoxy-5-oxo-1-[(3S)-2-oxopyrrolidin-3-yl]pent-3-en-2-yl}amino group. It is a 3C-like protease inhibitor of MERS-CoV and SARS-CoV. It has a role as an anticoronaviral agent and an EC 3.4.22.69 (SARS coronavirus main proteinase) inhibitor. It is a tripeptide, a member of pyrrolidin-2-ones, a tert-butyl ester, an ethyl ester, an enoate ester and a secondary carboxamide.